ClC=1C=CC(=C(C(=O)NC(C)C2=CC=C(C=C2)OC)C1)O 5-Chloro-2-hydroxy-N-(1-(4-methoxyphenyl)ethyl)benzamide